CC1(OC2=C(OC1)C=CC(=C2)C(C)=O)C 1-(3,3-dimethyl-2,3-dihydrobenzo[b][1,4]dioxin-6-yl)ethan-1-one